(3S)-1-(5-Fluoropyridin-3-yl)piperidin-3-amine trifluoroacetate FC(C(=O)O)(F)F.FC=1C=C(C=NC1)N1C[C@H](CCC1)N